cyclobutyl-(1-(3-oxo-7-(trifluoromethyl)isoindolin-5-yl)ethyl)carbamic acid tert-butyl ester C(C)(C)(C)OC(N(C(C)C=1C=C2C(NCC2=C(C1)C(F)(F)F)=O)C1CCC1)=O